N-[1-(17-amino-3,6,9,12,15-pentaoxaheptadecan-1-yl)piperidin-4-yl]-6,7-dimethoxy-2-(piperidin-1-yl)quinazolin-4-amine NCCOCCOCCOCCOCCOCCN1CCC(CC1)NC1=NC(=NC2=CC(=C(C=C12)OC)OC)N1CCCCC1